(2R,3R,4S)-2-(6-(((R)-2,3-dihydro-1H-inden-1-yl)amino)-9H-purin-9-yl)tetrahydrothiophene-3,4-diol [C@H]1(CCC2=CC=CC=C12)NC1=C2N=CN(C2=NC=N1)[C@@H]1SC[C@H]([C@H]1O)O